CC1=C(C=CC=C1C)C=1C=C2C(N(C(C2=CC1)=O)C)=O 5-(2,3-dimethylphenyl)-2-methyl-isoindole-1,3-dione